OCCN1C(CCC1C1=CC=CC=C1)=O 1-(2-hydroxyethyl)-5-phenyl-pyrrolidin-2-one